C(C)C1N(CC(NC1)CC)C(=O)O 2,5-diethyl-piperazine-1-carboxylic acid